3-bromo-9-cyano-6,6-dimethyl-11-oxo-6,11-dihydro-5H-benzo[b]Carbazol-8-yl trifluoromethanesulfonate FC(S(=O)(=O)OC=1C(=CC2=C(C(C=3NC4=CC(=CC=C4C3C2=O)Br)(C)C)C1)C#N)(F)F